4-benzyl 1-tert-butyl (2R)-2-[methoxy(methyl)carbamoyl]-piperazine-1,4-dicarboxylate CON(C(=O)[C@@H]1N(CCN(C1)C(=O)OCC1=CC=CC=C1)C(=O)OC(C)(C)C)C